(R)-(1'-(5-bromo-3-(methoxy(methyl)carbamoyl)pyrazine-2-yl)-3H-spiro[benzofuran-2,4'-piperidine]-3-yl)carbamic acid tert-butyl ester C(C)(C)(C)OC(N[C@@H]1C2=C(OC13CCN(CC3)C3=NC=C(N=C3C(N(C)OC)=O)Br)C=CC=C2)=O